SC1=NC(=NC=N1)S dimercapto-sym-triazine